2-(5-fluoro-2-methoxyphenyl)propan-2-amine FC=1C=CC(=C(C1)C(C)(C)N)OC